1,1-diphenyl-N-pyrrolo[1,2-a]pyrazin-6-yl-methanimine C1(=CC=CC=C1)C(=NC1=CC=C2N1C=CN=C2)C2=CC=CC=C2